3-((4-(1-(4-(4-(3-amino-5-fluoro-2-methylphenyl)pyrrolo[2,1-f][1,2,4]triazin-6-yl)benzyl)piperidin-4-yl)phenyl)amino)piperidine-2,6-dione HCl salt Cl.NC=1C(=C(C=C(C1)F)C1=NC=NN2C1=CC(=C2)C2=CC=C(CN1CCC(CC1)C1=CC=C(C=C1)NC1C(NC(CC1)=O)=O)C=C2)C